FC=1C=C(C=NC1)C1=NC(=C2N=CN(C2=N1)[C@H]1[C@@H]([C@@H]([C@H](O1)C(=O)NCC(F)(F)F)O)O)NCC1=NC=CC=C1 (2S,3S,4R,5R)-5-(2-(5-fluoropyridin-3-yl)-6-((pyridin-2-ylmethyl)amino)-9H-purin-9-yl)-3,4-dihydroxyl-N-(2,2,2-trifluoroethyl)tetrahydrofuran-2-formamide